C(#N)[C@@H](CC(=O)O)NC(=O)C=1C=NC2=C(C=CC=C2C1)C1=CCC(CC1)(C)C (R)-3-cyano-3-(8-(4,4-dimethylcyclohex-1-en-1-yl)quinoline-3-carboxamido)propanoic acid